COC1=NC=C(C=N1)C=1C=CC(=NC1)NC(=O)N[C@H](C)C1=CC=CC=C1 1-(5-(2-methoxypyrimidin-5-yl)pyridin-2-yl)-3-((1R)-1-phenylethyl)urea